C(C1=CC=CC=C1)OC1=C(C=C(C=C1[N+](=O)[O-])[C@H](COC)N1C(N[C@@H](C1)C(F)(F)F)=O)F (S)-1-((R)-1-(4-(benzyloxy)-3-fluoro-5-nitrophenyl)-2-methoxyethyl)-4-(trifluoromethyl)imidazolidin-2-one